C(C)(C)(C)OC(=O)N1C[C@]2(C[C@H]2C1C(N(C)OC)=O)C1=C(C=CC(=C1)Cl)F (1S,5R)-1-(5-chloro-2-fluorophenyl)-4-(methoxy(methyl)carbamoyl)-3-azabicyclo[3.1.0]hexane-3-carboxylic acid tert-butyl ester